tert-butyl 3-((6-([1,2,4]triazolo[1,5-a]pyridin-6-yl)-3-(2-chloro-5-fluorophenyl)-2-(4-methoxybenzyl)-1-oxoisoindolin-4-yl)amino)piperidine-1-carboxylate N=1C=NN2C1C=CC(=C2)C2=CC(=C1C(N(C(C1=C2)=O)CC2=CC=C(C=C2)OC)C2=C(C=CC(=C2)F)Cl)NC2CN(CCC2)C(=O)OC(C)(C)C